C(#N)[C@H]1N(CSC1)C(CNC(=O)C1=CC=NC2=CC=C(C=C12)CN1CCOCC1)=O (R)-N-(2-(4-Cyanothiazolidin-3-yl)-2-oxoethyl)-6-(morpholino-methyl)quinoline-4-carboxamide